N-(3-(3-(5-chloro-4-(5,5-dimethyl-5,6-dihydro-4H-pyrrolo[1,2-b]pyrazol-3-yl)pyridine-2-yl)ureido)cyclohexyl)acetamide ClC=1C(=CC(=NC1)NC(NC1CC(CCC1)NC(C)=O)=O)C1=C2N(N=C1)CC(C2)(C)C